FC=1C=C(N)C=C(C1C)CN1CCOCC1 3-fluoro-4-methyl-5-(morpholinomethyl)aniline